ClC1=NC(=CC(=C1)C1=C(N=C(S1)NC(=O)N1[C@H](CCC1)C(C)(C)O)C1=CC(=CC=C1)C#N)CC (2R)-N-[5-(2-chloro-6-ethyl-4-pyridyl)-4-(3-cyanophenyl)thiazol-2-yl]-2-(1-hydroxy-1-methyl-ethyl)pyrrolidine-1-carboxamide